tert-butyl ((trans)-4-aminocyclohexyl)carbamate N[C@@H]1CC[C@H](CC1)NC(OC(C)(C)C)=O